[Cl-].C1(=CC=CC=C1)[P+](C1=CC=CC=C1)(C1=CC=CC=C1)C1=CC=CC=C1 Tetraphenyl-phosphonium chloride